tert-butyl (cis-3-(5-(methylcarbamoyl)-2-(pyridin-2-yl)-1H-benzo[d]imidazol-1-yl)cyclohexyl)carbamate CNC(=O)C1=CC2=C(N(C(=N2)C2=NC=CC=C2)[C@H]2C[C@H](CCC2)NC(OC(C)(C)C)=O)C=C1